BrC1=CC(=NC=C1)C(C)NC=O N-[1-(4-bromopyridin-2-yl)ethyl]carboxamide